tert-Butyl N-[2-[[3-[3-cyclopropyl-5-(2-fluoro-4-iodo-anilino)-6,8-dimethyl-2,4,7-trioxo-pyrido[4,3-d]pyrimidin-1-yl]phenyl]sulfamoylamino]ethyl]carbamate C1(CC1)N1C(N(C=2C(C1=O)=C(N(C(C2C)=O)C)NC2=C(C=C(C=C2)I)F)C=2C=C(C=CC2)NS(=O)(=O)NCCNC(OC(C)(C)C)=O)=O